1-((2-(trimethylsilyl)ethoxy)methyl)-1H-pyrrolo[2,3-b]pyridine-3-carboxamide C[Si](CCOCN1C=C(C=2C1=NC=CC2)C(=O)N)(C)C